C(C)(C)(C)OC(=O)N1[C@H]([C@H](CC1)NS(=O)(=O)C)CC1=C(C(=CC=C1)Br)F Cis-2-(3-bromo-2-fluorobenzyl)-3-((methylsulfonyl)amino)pyrrolidine-1-carboxylic acid tert-butyl ester